[Ni].[Be].[Au] gold-beryllium-nickel